(2S,3S,4R,5R)-5-(6-(3-(trifluoromethyl)benzylamino)-2-(5-chloropyridin-3-yl)-9H-purin-9-yl)-3,4-Dihydroxy-N-methyl-tetrahydrofuran-2-carboxamide FC(C=1C=C(CNC2=C3N=CN(C3=NC(=N2)C=2C=NC=C(C2)Cl)[C@H]2[C@@H]([C@@H]([C@H](O2)C(=O)NC)O)O)C=CC1)(F)F